C(C)(C)N(C1=CC2=C(C(=N1)CNC)CN(C2=O)C2=NC(=CC=C2)C2=NN=CN2C2(CC2)C)C 6-(isopropyl(methyl)amino)-4-((methylamino)methyl)-2-(6-(4-(1-methylcyclopropyl)-4H-1,2,4-Triazol-3-yl)pyridin-2-yl)-2,3-dihydro-1H-pyrrolo[3,4-c]pyridin-1-one